rel-(3R,6R,1S)-3,1,1-trimethyl-3,7-epoxy-1,10-dodecadien-6-ol C[C@]1(C=C(C)C)CC[C@H](C(CCC=CC)O1)O |o1:1,8|